(R/S)-4-((5-(methyl-d3)-2H-tetrazol-2-yl)(phenyl)methyl)piperidine C(C=1N=NN(N1)[C@H](C1CCNCC1)C1=CC=CC=C1)([2H])([2H])[2H] |r|